ethyl (2Z)-3-amino-4-chloro-4,4-difluorobut-2-enoate N\C(=C/C(=O)OCC)\C(F)(F)Cl